ClC1=C(C(=CC=C1)Cl)C1=NC(=NC2=C1C(NC=1N2CCN1)=O)NC1=CC(=C(C=C1)C1CCNCC1)C (2,6-dichlorophenyl)-2-((3-methyl-4-(piperidin-4-yl)phenyl)amino)-8,9-dihydroimidazo[1,2-a]pyrimido[5,4-e]pyrimidin-5(6H)-one